ClC1=CC(=NC(=N1)C=1C=NC=C(C1)F)NCCC1=CNC2=CC=CC=C12 6-chloro-2-(5-fluoro-3-pyridinyl)-N-[2-(1H-indol-3-yl)ethyl]Pyrimidine-4-amine